8-(2-chloro-4-(2-(piperazin-1-yl)ethoxy)phenyl)-6-(1-methylcyclopropoxy)-9-(2-(pyridin-4-yl)ethyl)-9H-purine ClC1=C(C=CC(=C1)OCCN1CCNCC1)C=1N(C2=NC=NC(=C2N1)OC1(CC1)C)CCC1=CC=NC=C1